COC(C1=C(C=CC=C1)C1=CC(N(C(=C1)Cl)CC1=CC=CC=C1)=O)=O 2-(1-benzyl-6-chloro-2-oxo-1,2-dihydropyridin-4-yl)benzoic acid methyl ester